styrenesulfonic acid-acryl amide C(=O)(C=C)NS(=O)(=O)C=CC1=CC=CC=C1